α-[2-(N-tert-butoxycarbonyl-2-aminoethoxy)-1-ethyl]-3-indoleacetic acid C(C)(C)(C)OC(=O)NCCOCCC(C(=O)O)C1=CNC2=CC=CC=C12